ClC1=NC=NC(=C1C#N)NC1=CC2=C(N(C(N2CCC(C)(C)O)=O)C)C=C1F 4-Chloro-6-((6-fluoro-3-(3-hydroxy-3-methylbutyl)-1-methyl-2-oxo-2,3-dihydro-1H-benzo[d]imidazol-5-yl)amino)pyrimidin-5-carbonitril